NC1=C2N=C(N(C2=NC(=N1)NCCCC)CC1=CC=C(C=C1)CO)OC (4-((6-amino-2-(butylamino)-8-methoxy-9H-purin-9-yl)methyl)phenyl)methanol